ClC1=NC=C(C(=N1)OCC1=CC(=C(C=C1)C=1N(C=C(N1)C(F)(F)F)C)F)C1(COC1)F 2-chloro-4-[[3-fluoro-4-[1-methyl-4-(trifluoromethyl)imidazol-2-yl]phenyl]methoxy]-5-(3-fluorooxetan-3-yl)pyrimidine